N1=C(C=NC=C1)NC1=NN(C=C1C(=O)N)COCC[Si](C)(C)C [(pyrazin-2-yl)amino]-1-{[2-(trimethylsilyl)ethoxy]methyl}-1H-pyrazole-4-carboxamide